CS(=O)(=O)C1(CC1)C1=CC(=NC(=C1)N1[C@@H](COCC1)C)NC1=CC(=NN1C(=O)OC(C)(C)C)C Tert-butyl 5-{[4-(1-methanesulfonylcyclopropyl)-6-[(3R)-3-methylmorpholin-4-yl]pyridin-2-yl] amino}-3-methyl-1H-pyrazole-1-carboxylate